6-[(2S)-2-aminopropyl]-2-chloro-7-methyl-N-[(pyrazin-2-yl)methyl]thieno[3,2-d]pyrimidin-4-amine N[C@H](CC1=C(C=2N=C(N=C(C2S1)NCC1=NC=CN=C1)Cl)C)C